(R)-6-chloro-2-(1-cyclopropyl-2-hydroxy-2-methylpropyl)-7-(4-(5-methyl-1,3,4-oxadiazol-2-yl)phenyl)isoindolin-1-one ClC1=CC=C2CN(C(C2=C1C1=CC=C(C=C1)C=1OC(=NN1)C)=O)[C@@H](C(C)(C)O)C1CC1